C(N)(=N)C=1C=C(SC1)[C@@H](C)NC(=O)[C@H]1N(C[C@@H](C1)S(=O)(=O)C)C(CNC(=O)C=1C=CC2=C(S(C3=C2C=CC=C3)(=O)=O)C1)=O (2S,4R)-N-((R)-1-(4-carbamimidoylthiophen-2-yl)ethyl)-1-((5,5-dioxidodibenzo[b,d]thiophene-3-carbonyl)glycyl)-4-(methylsulfonyl)pyrrolidine-2-carboxamide